C(CCCCCCC\C=C/C\C=C/CCCCC)(=O)OCCCCOC(CCCCCCC\C=C/C\C=C/CCCCC)=O r-butylene dilinoleate